5-bromo-2-(morpholinomethyl)benzoic acid BrC=1C=CC(=C(C(=O)O)C1)CN1CCOCC1